2-bromo-6-chloro-3-fluoro-5-methoxy-pyridine BrC1=NC(=C(C=C1F)OC)Cl